2-(2,2-difluoroethoxy)-6-isopropoxy-3-nitropyridine FC(COC1=NC(=CC=C1[N+](=O)[O-])OC(C)C)F